COC=1C=C(C=CC1)CCC1=C(C=CC=C1)O (3-methoxyphenyl)ethylphenol